1-hydroxytriacontane OCCCCCCCCCCCCCCCCCCCCCCCCCCCCCC